7,14-Methano-2H,6H-dipyrido[1,2-a:1',2'-e][1,5]diazocine C=1CC=CN2C1C1=CN3C(=C(C2)C1)C=CC=C3